(3S,5S)-5-(2-((3-cyano-4-fluorophenyl)amino)pyrimidin-5-yl)tetrahydrofuran-3-yl ((S)-sec-butyl)carbamate [C@H](C)(CC)NC(O[C@@H]1CO[C@@H](C1)C=1C=NC(=NC1)NC1=CC(=C(C=C1)F)C#N)=O